OC1=C(C(=O)OC)C=CC(=C1C(=O)OC)O dimethyl 2,4-dihydroxy-isophthalate